S1C(=CC=C1)SC1=CC(=CC=C1)SC=1SC=CC1 1,3-bis(thiophen-2-ylthio)benzene